(2-(2,2-dimethylmorpholino)quinolin-6-yl)methanol CC1(OCCN(C1)C1=NC2=CC=C(C=C2C=C1)CO)C